1,3-dimethylcyclopropene CC1=CC1C